COC1=CC(=NC(=C1)S(=O)(=O)C)NC1=C(C=NC(=C1)NC(C)=O)C1=NC=C(C=C1)COC N-(4'-((4-methoxy-6-(methylsulfonyl)pyridin-2-yl)amino)-5-(methoxymethyl)-[2,3'-bipyridin]-6'-yl)acetamide